arginine hydrochloride Cl.N[C@@H](CCCNC(N)=N)C(=O)O